FC(OC=1C=CC=2N(C1)C(=CN2)C2=CC=CC(=N2)NC2CC1(CNC1)CC2)(F)F N-(6-(6-(trifluoro-methoxy)imidazo[1,2-a]pyridin-3-yl)pyridin-2-yl)-2-azaspiro[3.4]-octan-6-amine